CN(C(=O)CN(CCN1C(=NC2=C3CC[C@@H](NC3=CC=C21)C)CCN2N=CC=C2)C)C (7S)-3-(2-{[(Dimethylcarbamoyl)methyl](methyl)amino}ethyl)-7-methyl-2-[2-(1H-pyrazol-1-yl)ethyl]-3H,6H,7H,8H,9H-imidazo[4,5-f]chinolin